10-(4-(3,6-di-tert-butyl-9H-carbazol-1-yl)naphthalen-2-yl)-10H-phenoxazine C(C)(C)(C)C=1C=C(C=2NC3=CC=C(C=C3C2C1)C(C)(C)C)C1=CC(=CC2=CC=CC=C12)N1C2=CC=CC=C2OC=2C=CC=CC12